FC1=C(CC#N)C=C(C(=C1)OC)OC 2-fluoro-4,5-dimethoxybenzyl cyanide